ClC/1=C(CCC\C1=C/C=C\1/N(C2=CC=CC=C2C1(C)C)C)/C=C/C=1C(C2=C([N+]1CCCS(=O)(=O)[O-])SC1=C2C=CC=C1)(C)C 3-(2-((E)-2-((E)-2-chloro-3-(2-((E)-1,3,3-trimethylindolin-2-ylidene)ethylidene)cyclohex-1-en-1-yl)vinyl)-3,3-dimethyl-3H-benzo[4,5]thieno[2,3-b]pyrrol-1-ium-1-yl)propane-1-sulfonate